(R)-1-[N-(2-methoxybenzyl)acetylamino]-3-(1H-indol-3-yl)-2-[N-(2-(4-(piperidin-1-yl)piperidin-1-yl)acetyl)amino]propane COC1=C(CCC(=O)NC[C@@H](CC2=CNC3=CC=CC=C23)NC(CN2CCC(CC2)N2CCCCC2)=O)C=CC=C1